COC1=CC(=CC(=C1O)OC)[C@H]2[C@@H]3[C@H](COC3=O)[C@@H](C4=CC5=C(C=C24)OCO5)O[C@H]6[C@@H]([C@H]([C@H]7[C@H](O6)COC(O7)C8=CC=CS8)O)O (5S,5aR,8aR,9R)-9-(4-hydroxy-3,5-dimethoxyphenyl)-8-oxo-5,5a,6,8,8a,9-hexahydrofuro[3',4':6,7]naphtho[2,3-d][1,3]dioxol-5-yl 4,6-O-(2-thienylmethylene)-β-D-glucopyranoside